SC1=NC=CC=C1S(=O)(=O)N sulfanylpyridine-3-sulfonamide